COC(=O)C=1C=C(C2=C(C=CS2)C1)O 7-hydroxy-1-benzothiophene-5-carboxylic acid methyl ester